(5-bromo-2-(tert-butyl)pyridine-4-yl)methanol BrC=1C(=CC(=NC1)C(C)(C)C)CO